3-(2-hydroxy-4,5-dimethoxyphenyl)-3-oxoprop-1-en OC1=C(C=C(C(=C1)OC)OC)C(C=C)=O